C(C=C)C(=CC(=O)O)CC=C.C(O)C(CC)(CO)CO TrimethylolPropane Diallyl-Acrylate